NC1=NC=C(C2=C1C(=CN2C)C2=CC=C(C(=N2)OC)C(=O)NCC2(CC2)F)Br 6-(4-amino-7-bromo-1-methylpyrrolo[3,2-c]pyridin-3-yl)-N-[(fluorocyclopropyl)methyl]-2-methoxypyridine-3-carboxamide